(2R,3R,4S,5R,6S)-2-(acetoxymethyl)-6-((3-((tert-butoxycarbonyl) (methyl)amino) propyl)thio)tetrahydro-2H-pyran-3,4,5-triyl triacetate C(C)(=O)O[C@@H]1[C@H](O[C@H]([C@@H]([C@H]1OC(C)=O)OC(C)=O)SCCCN(C)C(=O)OC(C)(C)C)COC(C)=O